BrC=1C=C(C(=C(N(CC2=CC=C(C=C2)OC)CC2=CC=C(C=C2)OC)C1)F)Cl 5-bromo-3-chloro-2-fluoro-N,N-bis(4-methoxybenzyl)aniline